CS(=O)(=O)C1=CC=C(C=C1)C=1C2(NOC(CCN(N1)C2=O)=O)C 8-(4-methanesulfonylphenyl)-7-methyl-5-oxa-1,6,9-triazabicyclo[5.2.1]dec-8-ene-4,10-dione